3-(3,5-dimethyl-1-(3-methyl-[1,2,4]triazolo[4,3-b]pyridazin-6-yl)-1H-pyrazol-4-yl)-1-(4-(4-(trifluoromethyl)benzyl)piperazin-1-yl)propan-1-one glyceryl-triacetyl-12-hydroxystearate C(C(O)CO)C(C(=O)O)CCCCCCCCCC(CCCCCC(C(C)=O)(C(C)=O)C(C)=O)O.CC1=NN(C(=C1CCC(=O)N1CCN(CC1)CC1=CC=C(C=C1)C(F)(F)F)C)C=1C=CC=2N(N1)C(=NN2)C